Cl.COC([C@H](C1CCCCC1)N)=O (S)-2-amino-2-cyclohexylacetic acid methyl ester hydrochloride